3-(Hydroxymethyl)-5,7-dihydro-6H-pyrrolo[3,4-b]pyridine-6-carboxylate OCC=1C=C2C(=NC1)CN(C2)C(=O)[O-]